C(C)(C)(C)OC(=O)N1C[C@H](N(CC1)C1=NC=C(C=C1)C#N)C (3R)-4-(5-cyano-2-pyridinyl)-3-methyl-piperazine-1-carboxylic acid tert-butyl ester